FC=1C=C(C=CC1)N1C(=NC(=C1)C1=CC=CC=C1)SCC1=CC=C(C=C1)C1(N=N1)C(F)(F)F (3-Fluorophenyl)-4-phenyl-2-((4-(3-(trifluoromethyl)-3H-diazirin-3-yl)benzyl)thio)-1H-imidazole